NC=1C=CC(=NC1F)N1N=C(C(=C1)C1=CN=C(N1C)C(=O)NC1=CC(=C(C=C1)C(=O)N1CCN(CC1)C(=O)C1CCNCC1)Cl)C(F)(F)F 5-[1-(5-amino-6-fluoro-2-pyridyl)-3-(trifluoromethyl)pyrazol-4-yl]-N-[3-chloro-4-[4-(piperidine-4-carbonyl)piperazine-1-carbonyl]phenyl]-1-methyl-imidazole-2-carboxamide